Ethyl 1-cyclopropyl-7-(1-((2,4-diaminopyrimidin-5-yl)methyl)indolin-5-yl)-6,8-difluoro-4-oxo-1,4-dihydroquinoline-3-carboxylate 2-hydroxyethane-1-sulfonate OCCS(=O)(=O)O.C1(CC1)N1C=C(C(C2=CC(=C(C(=C12)F)C=1C=C2CCN(C2=CC1)CC=1C(=NC(=NC1)N)N)F)=O)C(=O)OCC